(R)-(6,7-dichloro-1-methyl-1,3,4,5-tetrahydro-2H-pyrido[4,3-b]indol-2-yl)(4-methoxy-5-(methylamino)pyrimidin-2-yl)methanone ClC1=C(C=CC=2C3=C(NC12)CCN([C@@H]3C)C(=O)C3=NC=C(C(=N3)OC)NC)Cl